2-(2-methylpiperazin-1-yl)-5-(trifluoromethyl)pyrimidine hydrochloride Cl.CC1N(CCNC1)C1=NC=C(C=N1)C(F)(F)F